1-[(5-bromopentyl)oxy]-2-fluoro-5-iodo-4-methylbenzene BrCCCCCOC1=C(C=C(C(=C1)I)C)F